Tert-butyl (E)-3-(6-(cyclopropylcarbamoyl)-7-hydroxy-4-isobutyl-5-oxo-4,5-dihydropyrazolo[1,5-a]pyrimidin-3-yl)acrylate C1(CC1)NC(=O)C=1C(N(C=2N(C1O)N=CC2/C=C/C(=O)OC(C)(C)C)CC(C)C)=O